FNC1=CC(=CC=C1)I fluoro-3-iodoaniline